1-(N-(t-butoxycarbonyl)sulfamoyl)pyridine C(C)(C)(C)OC(=O)NS(=O)(=O)N1CC=CC=C1